FC(C1=NN=C(O1)C1=CC=C2CN(C(C2=C1)=O)[C@@H]([C@H](C1=CC=CC=C1)O)C=1C=NN(C1)C)F |r| 6-[5-(difluoromethyl)-1,3,4-oxadiazol-2-yl]-2-[(1RS,2SR)-2-hydroxy-1-(1-methyl-1H-pyrazol-4-yl)-2-phenylethyl]-2,3-dihydro-1H-isoindol-1-one